4-(4-chloro-6-oxo-2-(trifluoromethyl)-3,6-dihydrochromeno[7,8-d]imidazol-8-yl)benzonitrile ClC1=CC=2C(C=C(OC2C2=C1NC(=N2)C(F)(F)F)C2=CC=C(C#N)C=C2)=O